(tetrahydro-2H-pyran-4-yl)-1H-pyrazole-4-benzoic acid methyl ester COC(C1=CC=CC=C1C=1C=NN(C1)C1CCOCC1)=O